NC1=CC=C(C(=C1C(=O)OC(C)(C)C)C)OC1=C(C(=CC=C1F)N)F tert-butyl 6-amino-3-(3-amino-2,6-difluorophenoxy)-2-methylbenzoate